CC=1N(C=C[N+]1CCCCCCCCC)CCCCCCCCC 2-methyl-1,3-dinonylimidazolium